butyl 2-(4-chlorophenoxy)-2-methylpropanoate ClC1=CC=C(OC(C(=O)OCCCC)(C)C)C=C1